1,3-Dioxo-2-[4-(3-oxo-3-phenylprop-1-enyl)phenyl]isoindole-5-carboxylic acid O=C1N(C(C2=CC(=CC=C12)C(=O)O)=O)C1=CC=C(C=C1)C=CC(C1=CC=CC=C1)=O